2,2-di(phenyl)-2-propoxyacetate C1(=CC=CC=C1)C(C(=O)[O-])(OCCC)C1=CC=CC=C1